FC1(OC(C(OC(O1)(F)F)(F)F)(F)F)F perfluoro-1,3,5-trioxepane